4-fluoro-tetrahydropyrrole-1-carboxylate FC1CCN(C1)C(=O)[O-]